O1C=NC2=C1C=C(C=C2)\C=C\2/N=C(NC2=O)SC (4Z)-4-(1,3-benzoxazol-6-ylmethylene)-2-methylsulfanyl-1H-imidazol-5-one